(S)-4-(2-Cyclopropyl-6-(6-((3-methylpiperidin-1-yl)methyl)-4-oxo-8-(trifluoromethyl)quinazolin-3(4H)-yl)pyridin-4-yl)-3-(4-methyl-4H-1,2,4-triazol-3-yl)benzonitrile C1(CC1)C1=NC(=CC(=C1)C1=C(C=C(C#N)C=C1)C1=NN=CN1C)N1C=NC2=C(C=C(C=C2C1=O)CN1C[C@H](CCC1)C)C(F)(F)F